NC1=C(C=C(C(=C1)Cl)C)C(CCl)=O 1-(2-amino-4-chloro-5-methylphenyl)-2-chloroethane-1-one